COC=1C=C(C=CC1OC)C=1C=C(OC1)C(CCC(=O)OC)=O Methyl 4-(4-(3,4-dimethoxyphenyl) furan-2-yl)-4-oxobutanoate